(3-(4-(1-amino-2-methoxyethyl)-4-methylpiperidin-1-yl)-6-((2-amino-3-chloropyridin-4-yl)sulfanyl)pyrazin-2-yl)methanol methyl-3-bromo-5-(methylamino)-4-nitrobenzoate CC1=C(C(=O)OCC2=NC(=CN=C2N2CCC(CC2)(C)C(COC)N)SC2=C(C(=NC=C2)N)Cl)C=C(C(=C1Br)[N+](=O)[O-])NC